C(N)(O)=O.[N+](=O)([O-])C1=C(CN=C(N(C)C)N(C)C)C=CC=C1 2-nitrobenzyl-tetramethyl-guanidine carbamate